FC=1C=C(CNC(=O)C2=CC=C(S2)C2=C(C(=NC(=C2C(=O)N)CC(C)C)CCC2=CC=C(C=C2)F)CO)C=CC1F 4-(5-((3,4-difluorobenzyl)carbamoyl)thiophen-2-yl)-6-(4-fluorophenethyl)-5-(hydroxymethyl)-2-isobutylnicotinamide